FC(C(C(=O)O)(C)O)(F)F 2-trifluoromethyl-2-hydroxypropionic acid